di(naphthalen-2-yl)(phenyl)(3-(4,4,5,5-tetramethyl-1,3,2-dioxaborolan-2-yl)phenyl)silane C1=C(C=CC2=CC=CC=C12)[Si](C1=CC(=CC=C1)B1OC(C(O1)(C)C)(C)C)(C1=CC=CC=C1)C1=CC2=CC=CC=C2C=C1